BrCC(C(COCC(CN(C(OCC1=CC=CC=C1)=O)C)(C)C)(C)C1=CC(=CC=C1)I)=O benzyl (3-(4-bromo-2-(3-iodophenyl)-2-methyl-3-oxobutoxy)-2,2-dimethylpropyl)(methyl)carbamate